Propenyl-benzene C(=CC)C1=CC=CC=C1